monomethyl-ammonium formate C(=O)[O-].C[NH3+]